1-N'-[2-chloro-5-fluoro-4-[6-methyl-7-(1-methylpyrazol-4-yl)quinolin-4-yl]oxyphenyl]-1-N-(4-fluorophenyl)cyclopropane-1,1-dicarboxamide ClC1=C(C=C(C(=C1)OC1=CC=NC2=CC(=C(C=C12)C)C=1C=NN(C1)C)F)NC(=O)C1(CC1)C(=O)NC1=CC=C(C=C1)F